C1(CC1)CCN(C1=C2CN(C(C2=CC=C1)=O)C1C(NC(CC1)=O)=O)C1CCC(CC1)N[C@@H]1[C@H](C1)C(F)(F)F 3-{4-[(2-cyclopropylethyl)(4-{[(1S,2S)-2-(trifluoromethyl)cyclopropyl]amino}cyclohexyl)amino]-1-oxo-3H-isoindol-2-yl}piperidine-2,6-dione